3,5-dichloro-2-hydroxybenzenesulfonamide ClC=1C(=C(C=C(C1)Cl)S(=O)(=O)N)O